2-methoxycarbonylbenzoic acid COC(=O)C1=C(C(=O)O)C=CC=C1